N-cyclohexyl-2-(1-methylpiperidin-4-yl)benzo[d]thiazole-6-carboxamide C1(CCCCC1)NC(=O)C1=CC2=C(N=C(S2)C2CCN(CC2)C)C=C1